C(C=1C(=CC(=NC1)N1C2=CC=CC=C2C=2C=CC(=CC12)Br)C1=CC=CC=C1)([2H])([2H])[2H] 9-[5-(methyl-d3)-4-phenylpyridin-2-yl]-2-bromocarbazole